rac-(2S,5R)-Benzyl 5-((tert-butoxycarbonyl)amino)-2-methylpiperidine-1-carboxylate C(C)(C)(C)OC(=O)N[C@@H]1CC[C@@H](N(C1)C(=O)OCC1=CC=CC=C1)C |r|